CO[Si](CCNCCN)(OC)OC n-(3-trimethoxysilylethyl)ethylenediamine